(6-((2R)-2-aminospiro[bicyclo[3.1.0]hexane-3,4'-piperidin]-1'-yl)-2-(2,3-dichlorophenyl)imidazo[2,1-b][1,3,4]thiadiazol-5-yl)methanol N[C@@H]1C2CC2CC12CCN(CC2)C=2N=C1SC(=NN1C2CO)C2=C(C(=CC=C2)Cl)Cl